FC1=C(C=C(C(=C1)C)CC=O)CC(=O)O [2-fluoro-4-methyl-5-(2-oxoethyl)phenyl]acetic acid